Cl.FC=1C=CC(=C(C1)C1=C(C=CC(=C1)F)N)N 5,5'-difluoro-2,2'-diaminobiphenyl hydrochloride